BrC=1C(=CC2=C(OCCO2)C1)C=O 7-bromo-2,3-dihydrobenzo[b][1,4]dioxin-6-carbaldehyde